FC1=C(NC=2C3=C(N=CN2)C=CC(=N3)N3CC2(CCN2C(=O)OC(C)(C)C)C3)C=CC(=C1)OC1=CC=CC=C1 tert-butyl 6-[4-(2-fluoro-4-phenoxy-anilino)pyrido[3,2-d]pyrimidin-6-yl]-1,6-diazaspiro[3.3]heptane-1-carboxylate